Racemic-1-(3,4-dimethylphenyl)-4-(4-(5-(p-tolyl)-1,2,4-oxadiazol-3-yl)piperidine-1-carbonyl)pyrrolidin-2-one CC=1C=C(C=CC1C)N1C(C[C@H](C1)C(=O)N1CCC(CC1)C1=NOC(=N1)C1=CC=C(C=C1)C)=O |r|